methyl 7-(4-fluorobenzoyl)-8-methyl-3-(3-methyl-1,2,4-thiadiazol-5-yl)-5,6,7,8-tetrahydroimidazo[1,5-a]pyrazine-1-carboxylate FC1=CC=C(C(=O)N2C(C=3N(CC2)C(=NC3C(=O)OC)C3=NC(=NS3)C)C)C=C1